O.[Ti].[Al] aluminum-titanium water